COC=1C=C2C(=NC=NC2=CC1OC)N1CC(C1)CCNS(=O)(=O)C(F)(F)F N-(2-(1-(6,7-dimethoxyquinazolin-4-yl)azetidin-3-yl)ethyl)-1,1,1-trifluoromethanesulfonamide